methyl (R)-2-((1-((tert-butyldiphenylsilyl)oxy)propan-2-yl)oxy)-6-hydroxy-4-methylbenzoate [Si](C1=CC=CC=C1)(C1=CC=CC=C1)(C(C)(C)C)OC[C@@H](C)OC1=C(C(=O)OC)C(=CC(=C1)C)O